C(C)(C)(C)OC(=O)N1CCC(CC1)(CNC1=C(C=C(C2=C1NC=N2)S(N)(=O)=O)[N+](=O)[O-])F 4-fluoro-4-(((6-nitro-4-sulfamoyl-1H-benzo[d]imidazol-7-yl)amino)methyl)piperidine-1-carboxylic acid tert-butyl ester